(N,N-dimethylamino)-butyrate CN(C)C(C(=O)[O-])CC